N,N-bis(9,9-dimethyl-9H-fluoren-2-yl)-3,3,7'-trimethyl-2,3-dihydrospiro-[indene-1,9'-thioxanthen]-2'-amine CC1(C2=CC=CC=C2C=2C=CC(=CC12)N(C1=CC=2C3(C4=CC(=CC=C4SC2C=C1)C)CC(C1=CC=CC=C13)(C)C)C1=CC=3C(C2=CC=CC=C2C3C=C1)(C)C)C